5-difluoromethyl-1,3,4-thiadiazole FC(C1=NN=CS1)F